3-ethyl-2,3-dihydro-1H-indene-5-carbaldehyde C(C)C1CCC2=CC=C(C=C12)C=O